(+)-3-hydroxy-4-(m-Chlorophenyl)dihydrofuran-2(3H)-one OC1C(OCC1C1=CC(=CC=C1)Cl)=O